ClC1=C2C(=C(N=C1Cl)C1=NC(=NO1)C)C=1CN(CCC1N2)C(CO)=O 1-(6,7-dichloro-9-(3-methyl-1,2,4-oxadiazol-5-yl)-1,3,4,5-tetrahydro-2H-pyrrolo[3,2-c:4,5-c']dipyridin-2-yl)-2-hydroxyethan-1-one